N-(2,6-difluorophenyl)-3-isopropyl-6-(piperidin-3-ylthio)imidazo[1,2-b]pyridazin-8-amine hydrochloride Cl.FC1=C(C(=CC=C1)F)NC=1C=2N(N=C(C1)SC1CNCCC1)C(=CN2)C(C)C